(S)-N-(2-hydroxy-5-methylphenyl)-1-(6-(2-hydroxyethyl)-4-(trifluoromethyl)pyridin-2-yl)-N-methylpyrrolidine-2-carboxamide OC1=C(C=C(C=C1)C)N(C(=O)[C@H]1N(CCC1)C1=NC(=CC(=C1)C(F)(F)F)CCO)C